FC(C1=CC(=CN2C=CN=C12)O)(F)F 7-(trifluoromethyl)-1,3a-diaza-5-indenol